ClC1=CC(=C(C=C1F)B1OC(C(O1)(C)C)(C)C)OCOC 2-[4-chloro-5-fluoro-2-(methoxymethyloxy)phenyl]-4,4,5,5-tetramethyl-1,3,2-dioxaborolan